FC=1C=CC=2C(=C(C=C3C(N(N(C23)C2=CC=CC=C2)C)=O)OC)C1 7-fluoro-5-methoxy-2-methyl-1-phenyl-1H-benzo[g]indazol-3(2H)-one